CC1=CNC=2C=CC=C(C12)O 3-methyl-1H-indol-4-ol